Methyl (S)-3-(2'-(hex-5-en-1-yl)-6'-methyl-[1,1'-biphenyl]-3-yl)-3-((R)-2-hydroxypent-4-enamido)propanoate C(CCCC=C)C1=C(C(=CC=C1)C)C1=CC(=CC=C1)[C@H](CC(=O)OC)NC([C@@H](CC=C)O)=O